C(C1=CC=CC=C1)OC(=O)N[C@@H](CCCCN)C(=O)OC([C@@H](NC(=O)OCC1=CC=CC=C1)CCCCN)=O (benzyloxycarbonyl)lysine anhydride